The molecule is a 4-hydroxy-D-proline in which the hydroxy group at position 4 has R-configuration. It has a role as a metabolite and a mouse metabolite. It is a tautomer of a cis-4-hydroxy-D-proline zwitterion. C1[C@H](CN[C@H]1C(=O)O)O